C(C)(C)(C)OC(=O)N1CC(N(CC1)C=1C=NN(C1)C1=C(N=NC(=C1)C1=C(C=CC=C1)O)N)=O.OC1=C(C(=O)NCCCCCCCC(=O)O)C=CC=C1.N1CCOCC1 Morpholine 8-(2-hydroxybenzoamido)octanoate tert-butyl-4-[1-[3-amino-6-(2-hydroxyphenyl)pyridazin-4-yl]pyrazol-4-yl]-3-oxo-piperazine-1-carboxylate